2,5,7,10-tetraoxa-6-silaundecane COCCO[SiH2]OCCOC